CNCC(CO)O 3-(methylamino)-1,2-propanediol